2-((1r,2s)-1-(2-cyanophenyl)-1-(1-(oxetan-3-yl)-1H-pyrazol-4-yl)propan-2-yl)-5-hydroxy-N-(isoxazol-4-yl)-1-methyl-6-oxo-1,6-dihydropyrimidine-4-carboxamide C(#N)C1=C(C=CC=C1)[C@@H]([C@H](C)C=1N(C(C(=C(N1)C(=O)NC=1C=NOC1)O)=O)C)C=1C=NN(C1)C1COC1